C1(CC1)NCC1CC(N(C1)C=1N=CC(=NC1)C(=O)NC=1N=C(C=2N(C1)C=C(N2)C)C)C 5-(4-((Cyclopropylamino)methyl)-2-methylpyrrolidin-1-yl)-N-(2,8-dimethylimidazo[1,2-a]pyrazin-6-yl)pyrazine-2-carboxamide